(RS)-6-Hydroxy-2,5,7,8-tetramethylchroman OC=1C(=C2CC[C@H](OC2=C(C1C)C)C)C |r|